(S)-4-((R)-7-(6-amino-4-methyl-3-(trifluoromethyl)pyridin-2-yl)-6-chloro-8-fluoro-2-(((S)-1-methylpyrrolidin-2-yl)methoxy)quinazolin-4-yl)-3-methylpiperazin NC1=CC(=C(C(=N1)C1=C(C=C2C(=NC(=NC2=C1F)OC[C@H]1N(CCC1)C)N1[C@H](CNCC1)C)Cl)C(F)(F)F)C